1-acryloyl-4-(2-(4-methoxyphenyl)acetyl)piperazin-2-one C(C=C)(=O)N1C(CN(CC1)C(CC1=CC=C(C=C1)OC)=O)=O